N-(3-chloro-2-fluoro-phenyl)-7-[2-(3-methyl-oxetan-3-yl)ethynyl]-6-nitro-quinazolin-4-amine ClC=1C(=C(C=CC1)NC1=NC=NC2=CC(=C(C=C12)[N+](=O)[O-])C#CC1(COC1)C)F